O1CCC(CC1)OC(=O)C1=CNCC=C1NC1CCOCC1 tetrahydro-2H-pyran-4-yl-4-((tetrahydro-2H-pyran-4-yl)amino)-1,6-dihydropyridine-3-carboxylate